C(C)[C@@]1(C(N(C(N1)=O)C=1C=NC(=C(C1)C)OC=1C=C2C(OCC2=CC1)C(F)(F)F)=O)C (5R)-5-ethyl-5-methyl-3-[5-methyl-6-[[3-(trifluoromethyl)-1,3-dihydroisobenzofuran-5-yl]oxy]-3-pyridinyl]imidazolidine-2,4-dione